N-(5-chloro-2-methyl-6-(2H-1,2,3-triazol-2-yl)pyridin-3-yl)-1-(imidazo[1,2-a]pyridin-5-yl)-5-(trifluoromethyl)-1H-pyrazole-4-carboxamide ClC=1C=C(C(=NC1N1N=CC=N1)C)NC(=O)C=1C=NN(C1C(F)(F)F)C1=CC=CC=2N1C=CN2